1,3-bis(diamylphosphino)propane C(CCCC)P(CCCP(CCCCC)CCCCC)CCCCC